(3-(benzyloxy)cyclobutyl)methanol C(C1=CC=CC=C1)OC1CC(C1)CO